N-methyl-6-(2-methyl-4-((4-phenylphthalazin-1-yl)amino)phenyl)-8,9-dihydroimidazo[1',2':1,6]pyrido[2,3-d]pyrimidin-2-amine CNC=1N=CC2=C(N1)N1C(C(=C2)C2=C(C=C(C=C2)NC2=NN=C(C3=CC=CC=C23)C2=CC=CC=C2)C)=NCC1